[Cl-].C(CCCCCCC\C=C/CCCCCCCC)(=O)C(C(C)C(CCCCCCC\C=C/CCCCCCCC)=O)[N+](C)(C)C 1,2-dioleoyl-propyl-trimethylammonium chloride